B1C(COO1)C=1C=NN(C1)CCO 2-[4-(4,5-dioxaborolan-2-yl)-1H-pyrazol-1-yl]ethanol